cyclopentadienyl-(dimethylbenzamidine) zirconium dibromide [Br-].[Br-].[Zr+2].C1(C=CC=C1)C1=C(C(=C(C(=N)N)C=C1)C)C